C1(=CC=CC=C1)NC(C)C1=CC=CN2C1=NC=CC2=O 9-[1-(phenylamino)ethyl]-4H-pyrido-[1,2-a]pyrimidine-4-on